Cl.O=C1NC2=CC=CC=C2[C@]12C(N[C@@H](C2)C(=O)N)([2H])[2H] (3R,5'S)-2-oxospiro[indoline-3,3'-pyrrolidine]-2',2'-d2-5'-Formamide hydrochloride